1-bromo-4-(4-chlorophenoxy)-2-(trifluoromethyl)benzene BrC1=C(C=C(C=C1)OC1=CC=C(C=C1)Cl)C(F)(F)F